C[Si](CC1CO1)(CC1CO1)CC1CO1 methyl-tris(glycidyl)silane